ClC=1C=C(C=C2C(=C(C=NC12)C#N)NC1=CC(=C(C=C1)F)Cl)N[C@H](C=1N=NN(C1)C1CCNCC1)C=1SC(=CC1)Cl (R)-8-chloro-4-((3-chloro-4-fluorophenyl)amino)-6-(((5-chlorothiophen-2-yl)(1-(piperidin-4-yl)-1H-1,2,3-triazol-4-yl)methyl)amino)quinoline-3-carbonitrile